3-{[(tert-butyldimethylsilyl)oxy]methyl}-4-carboxypyridin-1-ium-1-olate [Si](C)(C)(C(C)(C)C)OCC=1C=[N+](C=CC1C(=O)O)[O-]